benzyl (5R)-2-[(3-bromo-2-fluorophenyl)methyl]-3-(hydroxymethyl)-5-methyl-3-nitropyrrolidine-1-carboxylate BrC=1C(=C(C=CC1)CC1N([C@@H](CC1([N+](=O)[O-])CO)C)C(=O)OCC1=CC=CC=C1)F